5-amino-3,3-dimethylisobenzofuran-1(3H)-one HCl Cl.NC=1C=C2C(OC(C2=CC1)=O)(C)C